(3-(4-amino-7-(cis-3-(azetidin-1-ylmethyl)cyclobutyl)-7H-pyrrolo[2,3-d]pyrimidin-5-yl)-5-chlorobenzyl)methanesulfonamide NC=1C2=C(N=CN1)N(C=C2C=2C=C(CCS(=O)(=O)N)C=C(C2)Cl)[C@@H]2C[C@@H](C2)CN2CCC2